FC1=C(CN(CC(C(=O)OC)Br)CC2=C(C=CC=C2)F)C=CC=C1 methyl 3-(bis(2-fluorobenzyl) amino)-2-bromopropionate